ClC=1C=NC=C(C1C1=NOC(=C1COC12CCC(CC1)(CC2)COC2=NC1=C(C=C(C=C1C=C2)C(=O)O)C2CC2)C2CC2)OC 2-((4-((3-(3-chloro-5-methoxypyridin-4-yl)-5-cyclopropylisoxazol-4-yl)methoxy)bicyclo[2.2.2]oct-1-yl)methoxy)-8-cyclopropylquinoline-6-carboxylic acid